O=S1(CCN(C(C2=C1C=C(S2)[Sn](C)(C)C)=O)CCCCNC(OC(C)(C)C)=O)=O tert-butyl (4-(1,1-dioxido-5-oxo-7-(trimethylstannyl)-2,3-dihydrothieno[2,3-f][1,4]thiazepin-4(5H)-yl)butyl)carbamate